FC1=C(C(=O)O)C=CC(=C1)F 2,4-difluoro-benzoic acid